ClC1=C(\C=N\O[C@H](C(=O)O)CC)C=C(C(=C1)F)N1C(N(C(=CC1=O)C(F)(F)F)C)=O (2S)-2-{[(E)-{2-chloro-4-fluoro-5-[3-methyl-2,6-dioxo-4-(trifluoromethyl)-3,6-dihydropyrimidin-1(2H)-yl]benzylidene}amino]oxy}butanoic acid